N1CCC2(CCCCC12)C1=CC=C2C=NN(C2=C1)C 6-(1,2,3,4,5,6,7,7a-octahydroindol-3a-yl)-1-methyl-indazole